(4-{[2-(4-chlorophenyl)imidazo[1,2-a]pyridine-3-yl]methyl}piperazin-1-yl)(cyclobutyl)methanone ClC1=CC=C(C=C1)C=1N=C2N(C=CC=C2)C1CN1CCN(CC1)C(=O)C1CCC1